C(=O)[O-].ClC(OC(C(=O)OC1CC2CCC(C1)[N+]21CCCC1)(C1=CC=CC=C1)C1=CC=CC=C1)C1CCC1 3-(2-(chloro(cyclobutyl)methoxy)-2,2-diphenylacetoxy)spiro[bicyclo[3.2.1]octane-8,1'-pyrrolidin]-8-ium formate